1,1-dichloro-2-bromoethylene ClC(=CBr)Cl